C(C)[C@]12CCC[C@H]1[C@@H]1C(C=C3C[C@](CC[C@@]3([C@H]1CC2)C)(O)C)[C@H](C)CC[C@H](C(C)C)O (3S,8S,9S,10R,13R,14S,17R)-13-ethyl-l-7-((2R,5R)-5-hydroxy-6-methylheptan-2-yl)-3,10-dimethyl-2,3,4,7,8,9,10,11,12,13,14,15,16,17-tetradecahydro-1H-cyclopenta[a]phenanthren-3-ol